FC=1C(=C(C=CC1F)C=1C(O[C@](C1OCC)(C(F)(F)F)C)=O)OC (R)-3-(3,4-difluoro-2-methoxyphenyl)-4-ethoxy-5-methyl-5-(trifluoromethyl)furan-2(5H)-one